FC(CCN1N=CC=2C1=NC(=CC2)N)(F)F 1-(3,3,3-trifluoropropyl)-1H-pyrazolo[3,4-b]pyridin-6-amine